C1(O)=C(O)C(=CC(=C1)S(=O)(=O)[O-])S(=O)(=O)[O-] catechol-3,5-disulfonate